(1-(2-Morpholin-4-ylethyl)indol-3-yl)-naphthalen-1-ylmethanone N1(CCOCC1)CCN1C=C(C2=CC=CC=C12)C(=O)C1=CC=CC2=CC=CC=C12